C(CCCCCCCCCCC)(=O)OCC(OC(CCCCCCCCCCC)=O)CO Glycerol dilaurate